6-Chloro-3-[(1R)-1-[2-[2-(1-cyanocyclopropyl)pyrimidin-5-yl]-3,6-dimethyl-4-oxo-chromen-8-yl]ethoxy]pyridine-2-sulfonamide ClC1=CC=C(C(=N1)S(=O)(=O)N)O[C@H](C)C=1C=C(C=C2C(C(=C(OC12)C=1C=NC(=NC1)C1(CC1)C#N)C)=O)C